6-[7-(pyrrolidin-1-yl)imidazo[1,2-a]Pyridin-3-yl]Pyrimidin-4-amine N1(CCCC1)C1=CC=2N(C=C1)C(=CN2)C2=CC(=NC=N2)N